5-(4-((2-(methylamino)pyrimidin-5-yl)methoxy)phenyl)-2-oxo-6-(trifluoromethyl)-1,2-dihydropyridine-3-carbonitrile CNC1=NC=C(C=N1)COC1=CC=C(C=C1)C=1C=C(C(NC1C(F)(F)F)=O)C#N